CN1N=NN=C1C(=O)C1=CC=CC=C1 (1-methyltetrazol-5-yl)-phenyl-methanone